bismuth-tin-lead-indium [In].[Pb].[Sn].[Bi]